C(C1=CC=CC=C1)OC(CC=C)(C(F)(F)F)C=1OC=CC1 2-[1-Benzyloxy-1-(trifluoromethyl)but-3-enyl]furan